C(C)(=O)O[C@@H](C)C1=NC(=NO1)C=1C=C2CCC(C2=CC1)NC(=O)C=1C(=NN(C1)C)C (1S)-1-(3-(1-(1,3-dimethyl-1H-pyrazole-4-carboxamido)-2,3-dihydro-1H-inden-5-yl)-1,2,4-oxadiazol-5-yl)ethyl acetate